C1(CCCC1)C1=NOC2=C1N=C(NC2=O)C(C)C 3-cyclopentyl-5-isopropyl-isoxazolo[4,5-d]pyrimidine-7(6H)-one